C1(=CC=C(C=C1)CNC1=C2N=CN(C2=NC(=N1)C=1C=NC=C(C1)Cl)[C@H]1[C@@H]([C@@H]([C@H](O1)C(=O)NC([2H])([2H])[2H])O)O)C (2S,3S,4R,5R)-5-(6-(p-tolylmethylamino)-2-(5-chloropyridin-3-yl)-9H-purin-9-yl)-3,4-dihydroxy-N-(methyl-d3)-tetrahydrofuran-2-carboxamide